C(C)(C)(C)OC(=O)N1CC=2N(CC1)N=C(C2)C(=O)O 5-(tert-Butoxycarbonyl)-4,5,6,7-tetrahydropyrazolo[1,5-a]pyrazine-2-carboxylic acid